(S)-3-(6'-oxo-6',8'-dihydro-3'H,7'H-spiro[piperidine-4,2'-[1,4]dioxino[2,3-f]isoindol]-7'-yl)piperidine-2,6-dione O=C1N(CC=2C=C3C(=CC12)OCC1(O3)CCNCC1)[C@@H]1C(NC(CC1)=O)=O